4,7-dimethoxy-2,9-dimethyl-1,10-phenanthroline COC1=CC(=NC2=C3N=C(C=C(C3=CC=C12)OC)C)C